C(CCCCCCCCCCCCCCCCC)(=O)N[C@@H](CCC(=O)[O-])C(=O)[O-].[Na+].C(C(O)C)(=O)OCCCCCCCCCCCCCCCCCC.[Na+] sodium stearyl lactate sodium stearoyl-glutamate